C(C=C)C(C(C)O)C(C)O 3-allyl-2,4-pentanediol